C1(CC(CCC(C1)C(=O)N)C(=O)N)C(=O)N Cycloheptane-1,3,6-tri-amide